3-(5-(7-((4-((5-chloro-4-((2-(isopropylsulfonyl)phenyl)amino)pyrimidin-2-yl)amino)-5-methoxy-2-methylphenethyl)amino)hept-1-yn-1-yl)-1-oxoisoindolin-2-yl)piperidine-2,6-dione ClC=1C(=NC(=NC1)NC1=CC(=C(CCNCCCCCC#CC=2C=C3CN(C(C3=CC2)=O)C2C(NC(CC2)=O)=O)C=C1OC)C)NC1=C(C=CC=C1)S(=O)(=O)C(C)C